N-[5-bromo-4-chloro-6-(o-tolyl)pyrimidin-2-yl]-1-methyl-pyrazole-4-sulfonamide BrC=1C(=NC(=NC1C1=C(C=CC=C1)C)NS(=O)(=O)C=1C=NN(C1)C)Cl